S(=O)(=O)(O)O.C(=CC)OC1=CC=CC=C1 propenylphenylether sulfate